(2S,5S)-1,2,5-trimethylpiperazine CN1[C@H](CN[C@H](C1)C)C